CC1CN(CCC1)C=1C=C2C3=NNC4=CC=C(OCCCNC(OCC(C1)=C2)=O)C=C34 4-(3-methylpiperidin-1-yl)-8,14-dioxa-10,19,20-triazatetracyclo[13.5.2.12,6.018,21]tricosa-1(20),2,4,6(23),15,17,21-heptaen-9-one